C(C)(=O)N1CCN(CC1)C=1C=CC(=NC1)NC1=NC=CC(=N1)C1=CN=C2N1C=C(C=C2)C=2C=NN(C2)C2CCN(CC2)C(=O)OC(C)(C)C Tert-butyl 4-(4-(3-(2-((5-(4-acetylpiperazin-1-yl)pyridin-2-yl)amino)pyrimidin-4-yl)imidazo[1,2-a]pyridin-6-yl)-1H-pyrazol-1-yl)piperidine-1-carboxylate